C(#N)[C@H](C[C@H]1C(NCC1)=O)NC([C@H](CC#C)NC(=O)C=1NC2=CC=CC(=C2C1)OC)=O N-((S)-1-(((S)-1-cyano-2-((S)-2-oxopyrrolidin-3-yl)ethyl)amino)-1-oxopent-4-yn-2-yl)-4-methoxy-1H-indole-2-carboxamide